1,3-diphenyl-3,4-dihydro-1H-benzopyrano[4,3-d]pyrimidine C1(=CC=CC=C1)N1CN(CC2=C1C1=C(OC2)C=CC=C1)C1=CC=CC=C1